7-(2-Acrylamido-4-chlorophenyl)-2-(4-(cyclopropylmethoxy)phenyl)-4,5,6,7-tetrahydropyrazolo[1,5-a]pyrimidine-3-carboxamide C(C=C)(=O)NC1=C(C=CC(=C1)Cl)C1CCNC=2N1N=C(C2C(=O)N)C2=CC=C(C=C2)OCC2CC2